C(CCCCCCCCC(=O)OC1CC(N(C(C1)(C)C)OCCCC)(C)C)(=O)OC1CC(N(C(C1)(C)C)OCCCC)(C)C bis(1-butoxy-2,2,6,6-tetramethyl-4-piperidyl) sebacate